CSC=1N=CC2=C(N1)N=C(C=C2C#C[Si](C(C)C)(C(C)C)C(C)C)N2C(CCC2)=O 1-[2-(methylsulfanyl)-5-[2-(triisopropylsilyl)ethynyl]pyrido[2,3-d]pyrimidin-7-yl]pyrrolidin-2-one